N-[2-[(tert-butyldimethylsilyl)oxy]ethyl]-6-(hydroxymethyl)pyridine-3-sulfonamide [Si](C)(C)(C(C)(C)C)OCCNS(=O)(=O)C=1C=NC(=CC1)CO